ClC=1C(=C(C(=CC1)C)N(C(COC)=O)C1C(OCC1)=O)C N-(3-chloro-2,6-dimethylphenyl)-2-methoxy-N-(tetrahydro-2-oxo-3-furanyl)acetamide